8-(1-((2S,4S)-1-acetyl-2-(cyanomethyl)piperidin-4-yl)-8-chloro-6-fluoro-4-((S)-1-((S)-1-methylpyrrolidin-2-yl)ethoxy)-1H-imidazo[4,5-c]quinolin-7-yl)-1-naphthonitrile C(C)(=O)N1[C@@H](C[C@H](CC1)N1C=NC=2C(=NC=3C(=C(C(=CC3C21)Cl)C=2C=CC=C1C=CC=C(C21)C#N)F)O[C@@H](C)[C@H]2N(CCC2)C)CC#N